BrC1=NN(C(=C1)CC1=CC(=CC(=C1)F)F)C1OCCCC1 3-bromo-5-(3,5-difluorobenzyl)-1-(tetrahydro-2H-pyran-2-yl)-1H-pyrazole